C(C)(=O)NCC=1C(=NC(=NC1)C)N 5-(acetamidomethyl)-4-amino-2-methylpyrimidine